C(C)(C)(C)OCCC n-propyl tert-butyl ether